(S)-N-((S)-1-(5-(((R)-1,1-dimethyl-2,3-dihydro-1H-inden-2-yl)amino)pyridin-2-yl)-2,2,2-trifluoroethyl)-N-methyl-5-oxopyrrolidine-3-carboxamide CC1([C@@H](CC2=CC=CC=C12)NC=1C=CC(=NC1)[C@@H](C(F)(F)F)N(C(=O)[C@@H]1CNC(C1)=O)C)C